C1=CC=CC2=C1C=NC1=C(O2)C=CC=C1 dibenzo[b,f][1,4]oxazepine